6-bromo-5-[(2,2,2-trifluoroacetyl)amino]pyridine-3-carboxylic acid methyl ester COC(=O)C=1C=NC(=C(C1)NC(C(F)(F)F)=O)Br